FC(CO)(F)C1CCN(CC1)C(=O)OCCCC butyl 4-(1,1-difluoro-2-hydroxy-ethyl)piperidine-1-carboxylate